FC(C1CCN(CC1)C(=O)[O-])(F)F 4-trifluoromethylpiperidine-1-carboxylate